Cl.Cl.C(C1=CC=CC=C1)N[C@@H]1[C@@](CCCC1)(NC)C1=C(C=CC=C1)Cl Trans-(1S,2S)-N2-benzyl-1-(2-chlorophenyl)-N1-methylcyclohexane-1,2-diamine dihydrochloride